FCC(=O)O[C@@H]1CN(CC[C@@H]1C=1C(=CC(=C2C(C=C(OC12)C1=C(C=CC=C1)Cl)=O)O)O)C (3S,4R)-4-(2-(2-chlorophenyl)-5,7-dihydroxy-4-oxo-4H-chromen-8-yl)-1-methylpiperidin-3-yl 2-fluoroacetate